C[C@@H]1[C@@H]2C([C@H](C[C@H]1NCC1=NC3=C(N1C)C=CC=C3)C2)(C)C (1R,2R,3R,5S)-2,6,6-trimethyl-N-((1-methyl-1H-benzo[d]imidazol-2-yl)methyl)bicyclo[3.1.1]heptan-3-amine